(7-Methoxy-1-(2-(5-methoxy-1H-indol-3-yl)ethyl)-6-(2-(methylsulfonyl)ethoxy)-3,4-dihydroisoquinolin-2(1H)-yl)(morpholino)methanone cobalt [Co].COC1=C(C=C2CCN(C(C2=C1)CCC1=CNC2=CC=C(C=C12)OC)C(=O)N1CCOCC1)OCCS(=O)(=O)C